3-(5-((2-(4-((8-(4-chlorophenyl)spiro[4.5]dec-7-en-7-yl)methyl)piperazin-1-yl)ethyl)amino)-2-methyl-4-oxoquinazolin-3(4H)-yl)piperidine-2,6-dione ClC1=CC=C(C=C1)C1=C(CC2(CCCC2)CC1)CN1CCN(CC1)CCNC1=C2C(N(C(=NC2=CC=C1)C)C1C(NC(CC1)=O)=O)=O